C(C)O[Si](OCCC)(OCC)OCC Triethoxymonopropoxysilane